4-tert-butyl-6-chloro-pyrimidine C(C)(C)(C)C1=NC=NC(=C1)Cl